Cl[Os]Cl dichloro-osmium